N-(3-(3-cyanoazetidin-1-yl)-1H-pyrazolo[4,3-c]pyridin-6-yl)acetamide C(#N)C1CN(C1)C1=NNC2=C1C=NC(=C2)NC(C)=O